2,2'-selenodiacetyl chloride [Se](CC(=O)Cl)CC(=O)Cl